para-methoxybenzonitrile COC1=CC=C(C#N)C=C1